N-carbonyl-trifluoromethoxybenzenesulfonamide C(=O)=NS(=O)(=O)C1=C(C=CC=C1)OC(F)(F)F